C(=O)(OCC)C(O)C(O)C(=O)OCC diethyl racemic-tartrate